4-[(3R)-3-[(6-morpholinopyrimidin-4-yl)amino]-1-piperidyl]-benzaldehyde O1CCN(CC1)C1=CC(=NC=N1)N[C@H]1CN(CCC1)C1=CC=C(C=O)C=C1